3-[(1S,2S,3R)-2,3-Difluoro-1-hydroxy-7-methylsulfonyl-indan-4-yl]oxy-5-fluoro-benzonitrile F[C@H]1[C@H](C2=C(C=CC(=C2[C@H]1F)OC=1C=C(C#N)C=C(C1)F)S(=O)(=O)C)O